CO[C@@H](CNC=1C=C(C(=O)OC)C=CC1[N+](=O)[O-])C methyl (R)-3-((2-methoxypropyl)amino)-4-nitrobenzoate